1,1'-hexamethylene-bis-(5-(p-chlorophenyl)biguanide) ClC1=CC=C(C=C1)NC(NC(NCCCCCCNC(=N)NC(=N)NC1=CC=C(C=C1)Cl)=N)=N